C1(=CC=CC2=CC=CC=C12)C1=CC=C(C=C1)B(O)O 4-(1-naphthyl)-phenylboronic acid